tert-butyl-6-(5-cyano-1-methyl-1H-pyrrol-3-yl)-4-{[(3S,5S)-5-fluoropiperidin-3-yl]amino}pyrido[3,2-d]pyrimidine-8-carboxamide C(C)(C)(C)C=1N=C(C2=C(N1)C(=CC(=N2)C2=CN(C(=C2)C#N)C)C(=O)N)N[C@@H]2CNC[C@H](C2)F